C(N)(=N)C=1C=C(SC1)[C@@H](C)NC(=O)[C@H]1N(C[C@@H](C1)C1=CC=CC=C1)C(CNC(=O)C1=CC2=C(OC3=C2C=CC=C3)C=C1)=O (2S,4S)-N-((R)-1-(4-carbamimidoylthiophen-2-yl)ethyl)-1-((dibenzo[b,d]furan-2-carbonyl)glycyl)-4-phenylpyrrolidine-2-carboxamide